tert-butyl (3S,4R)-3-(hydroxymethyl)-4-((4-(4-(trifluoromethyl)phenyl)phthalazin-1-yl)amino)pyrrolidine-1-carboxylate OC[C@H]1CN(C[C@@H]1NC1=NN=C(C2=CC=CC=C12)C1=CC=C(C=C1)C(F)(F)F)C(=O)OC(C)(C)C